C1(CCCCC1)COCC=O 2-(CYCLOHEXYLMETHOXY)ACETALDEHYDE